BrC=1C=C(C=CC1)N1C(=NC2=CC=C(C=C2C1=O)F)C 3-(3-bromophenyl)-6-fluoro-2-methylquinazolin-4(3H)-one